2-((1-benzyl-5,5-dimethylpiperidin-3-yl)amino)-5-(trifluoromethyl)pyrimidin C(C1=CC=CC=C1)N1CC(CC(C1)(C)C)NC1=NC=C(C=N1)C(F)(F)F